(1R,2S,5S)-N-(cyano(5-cyanopyridin-3-yl)methyl)-3-((S)-3,3-Dimethyl-2-(2,2,2-trifluoroacetylamino)butyryl)-6,6-dimethyl-3-azabicyclo[3.1.0]hexane-2-carboxamide C(#N)C(NC(=O)[C@@H]1[C@H]2C([C@H]2CN1C([C@H](C(C)(C)C)NC(C(F)(F)F)=O)=O)(C)C)C=1C=NC=C(C1)C#N